O=C1N(CCC2=CC(=CC=C12)C(=O)N)CC1CCOCC1 1-oxo-2-((tetrahydro-2H-pyran-4-yl)methyl)-1,2,3,4-tetrahydroisoquinoline-6-carboxamide